6-(5,6-dimethoxy-1H-benzo[d]imidazol-1-yl)-2-(pyrrolidin-1-yl)nicotinic acid methyl ester COC(C1=C(N=C(C=C1)N1C=NC2=C1C=C(C(=C2)OC)OC)N2CCCC2)=O